4-(4-aminophenoxy)-5-bromo-N-(tetrahydro-2H-pyran-4-yl)pyrimidin-2-amine NC1=CC=C(OC2=NC(=NC=C2Br)NC2CCOCC2)C=C1